NC1=CC(=CC(=C1C(=O)O)Cl)N 6-amino-2-chloro-4-aminobenzoic acid